F[C@@H]1[C@]2(CC[C@@H](C[C@@H]1OC1=CC=C(N=N1)C1=C(C=C(C=C1)C1=CC(=NC=C1)OC)O)N2C)C 2-(6-(((1R,2R,3S,5S)-2-fluoro-1,8-dimethyl-8-azabicyclo[3.2.1]octan-3-yl)oxy)pyridazin-3-yl)-5-(2-methoxypyridin-4-yl)phenol